[6-(5-chloro-1,3-benzoxazol-2-yl)spiro[3.3]Heptane-2-yl]-1-methyl-5-oxo-pyrrolidine-3-carboxamide ClC=1C=CC2=C(N=C(O2)C2CC3(CC(C3)C3N(C(CC3C(=O)N)=O)C)C2)C1